1-(4-cyanophenyl)-3-(6-(4-fluorophenyl)imidazo[1,5-a]pyridin-5-yl)urea C(#N)C1=CC=C(C=C1)NC(=O)NC1=C(C=CC=2N1C=NC2)C2=CC=C(C=C2)F